C(C)(C)(C)OC(=O)N1CCC2(CC1)CCC(CC2)CCN2CCN(CC2)C(=O)OCC2C1=CC=CC=C1C=1C=CC=CC21 9-(2-(4-(((9H-fluoren-9-yl)methoxy)carbonyl)piperazin-1-yl)ethyl)-3-azaspiro[5.5]undecane-3-Carboxylic acid tert-butyl ester